2-[3-(4-Chloro-3-fluorophenyl)-1-ethyl-1H-1,2,4-triazol-5-yl]-N-[(4R)-3,4-dihydro-2H-1-benzopyran-4-yl]acetamid ClC1=C(C=C(C=C1)C1=NN(C(=N1)CC(=O)N[C@@H]1CCOC2=C1C=CC=C2)CC)F